N-(2-(2-bromopyrimidin-4-yl)butan-2-yl)-2-methylpropan-2-sulfinamide BrC1=NC=CC(=N1)C(C)(CC)NS(=O)C(C)(C)C